6-methoxypyrazine-2-carboxylic acid methyl ester COC(=O)C1=NC(=CN=C1)OC